Isopropyl 6-(3-((benzyloxy) methyl)-4-ethyl-5-oxo-4,5-dihydro-1H-1,2,4-triazol-1-yl)-2-chloro-5-fluoronicotinate C(C1=CC=CC=C1)OCC1=NN(C(N1CC)=O)C1=NC(=C(C(=O)OC(C)C)C=C1F)Cl